2-methyl-6-ethyl-aniline (E)-7-(3-(3,4-dichlorobenzylidene)-2,5-dioxopyrrolidinyl)heptanoate ClC=1C=C(\C=C/2\C(N(C(C2)=O)CCCCCCC(=O)O)=O)C=CC1Cl.CC1=C(N)C(=CC=C1)CC